BrC1=C(C(=C(C=C1)S(=O)(=O)N[C@H](C(F)(F)F)C)Cl)Cl (S)-4-bromo-2,3-dichloro-N-(1,1,1-trifluoropropan-2-yl)benzenesulfonamide